OCC1=CC=C(C=C1)N1N=NC(=C1)C=1C(=C(C(=O)O)C=CC1)C1=CC=C2C=CNC2=C1 3-(1-(4-(hydroxymethyl)phenyl)-1H-1,2,3-triazol-4-yl)-2-(1H-indol-6-yl)benzoic acid